(E)-3-Bromo-1-(3-(3-nitrophenyl)acryloyl)-5,6-dihydropyridin-2(1H)-one BrC=1C(N(CCC1)C(\C=C\C1=CC(=CC=C1)[N+](=O)[O-])=O)=O